Cl.NC1=CC(=NC(=C1)NC1=CC(=CC(=C1)F)F)C(=O)NC1CC2=CC=CC=C2C1 4-Amino-6-((3,5-difluorophenyl)amino)-N-(2,3-dihydro-1H-inden-2-yl)pyridineamide hydrochloride